7-(tert-butoxycarbonylamino)hept-2-enoate C(C)(C)(C)OC(=O)NCCCCC=CC(=O)[O-]